2-methoxypyrazine COC1=NC=CN=C1